ClC1=NC(=CC(=C1)NC(=O)NN(C1=CC(=C2C(=N1)N(N=C2C)C)C(C)C)CCO)OCCC N-(2-Chloro-6-propoxypyridin-4-yl)-2-(2-hydroxyethyl)-2-(4-isopropyl-1,3-dimethyl-1H-pyrazolo(3,4-b)pyridin-6-yl)hydrazinecarboxamide